COC=1C=CC(=NC1C1=CC=CC=C1)N1N=C(CC1=O)C 1-(5-methoxy-6-phenylpyridin-2-yl)-3-methyl-1H-pyrazol-5(4H)-one